C(C1=CC=CC=C1)N1C(N([C@H]\2[C@@H]1CS/C2=C/CCOC)CC2=CC=CC=C2)=O (3aS,6aR,E)-1,3-dibenzyl-4-(3-methoxypropylidene)tetrahydro-1H-thieno[3,4-d]imidazol-2(3H)-one